CN(S(=O)(=O)C)C1=NC=CC=C1CNC1=NC(=NC=C1C(F)(F)F)NC1=CC(=CC=C1)C(=O)N1CCC(CC1)C N-methyl-N-[3-({[2-({3-[(4-methylpiperidin-1-yl)carbonyl]phenyl}amino)-5-(trifluoromethyl)pyrimidin-4-yl]amino}methyl)pyridin-2-yl]methanesulfonamide